n-octyl-dithionitrobenzoic acid C(CCCCCCC)C=1C(=C(C(=O)O)C=CC1)[N+](=S)[S-]